(1R,3S)-3-aminocyclopentanecarboxylic acid N[C@@H]1C[C@@H](CC1)C(=O)O